N-(1-phenylethyl)-6-(4,4,5,5-tetramethyl-1,3,2-dioxaborolan-2-yl)quinazolin-4-amine C1(=CC=CC=C1)C(C)NC1=NC=NC2=CC=C(C=C12)B1OC(C(O1)(C)C)(C)C